(2,2-difluorocyclopropyl)methanesulfonamide FC1(C(C1)CS(=O)(=O)N)F